C(C(C)(C)C)(=O)OCO[C@@H]1[C@H](O[C@@]([C@@H]1O)(C#N)C1=CC=C2C(=NC=NN21)N)COC(CC2CCCCC2)=O (((2R,3S,4R,5R)-5-(4-aminopyrrolo[2,1-f][1,2,4]triazin-7-yl)-5-cyano-2-((2-cyclohexylacetoxy)methyl)-4-hydroxytetrahydrofuran-3-yl)oxy)methyl pivalate